ethyl 2-[4-bromo-5-(4-fluorophenyl)-1-methyl-1H-pyrazol-3-yl]acetate BrC=1C(=NN(C1C1=CC=C(C=C1)F)C)CC(=O)OCC